(2S)-2-amino-N-[[3-[5,7-difluoro-2-(4-fluorophenyl)-1H-indol-3-yl]cyclobutyl]methyl]propenamide NC(C(=O)NCC1CC(C1)C1=C(NC2=C(C=C(C=C12)F)F)C1=CC=C(C=C1)F)=C